1,2-diiodo-ethane ICCI